NCCOCCCOC1CCN(CC1)C(=O)OC(C)(C)C tert-butyl 4-[3-(2-aminoethoxy)propoxy]piperidine-1-carboxylate